OC[C@]1(O)[C@@H](O)[C@H](O)[C@H](O)CS1 6-Thio-β-D-fructopyranose